P(=O)([O-])([O-])[O-].CC1=C([NH3+])C=CC(=C1)C.CC1=C([NH3+])C=CC(=C1)C.CC1=C([NH3+])C=CC(=C1)C 2,4-dimethylanilinium phosphate